5-(4-(3,4-dichlorophenyl)piperazin-1-yl)-2-(benzhydrylideneamino)pentanoic acid ClC=1C=C(C=CC1Cl)N1CCN(CC1)CCCC(C(=O)O)N=C(C1=CC=CC=C1)C1=CC=CC=C1